C(C)(C)(C)OC(=O)N1CCC(=CC1C)C=1SC2=C(N1)C=CC(=C2)C2=CC1=CN(N=C1C=C2)C 6-methyl-4-(6-(2-methyl-2H-indazol-5-yl)benzo[d]thiazol-2-yl)-3,6-dihydropyridin-1(2H)-carboxylic acid tert-butyl ester